Cl.C(CCC=C)OC[C@@]12C[C@H](N[C@H]2C1)C(=O)OCC1=CC=CC=C1 benzyl (1S,3S,5R)-5-((pent-4-en-1-yloxy)methyl)-2-azabicyclo[3.1.0]hexane-3-carboxylate HCl salt